4-dimethylamino-7-(1H-pyrazol-5-yl)pyrrolo[1,2-a]quinoxaline-2-carboxylic acid ethyl ester C(C)OC(=O)C=1C=C2N(C3=CC=C(C=C3N=C2N(C)C)C2=CC=NN2)C1